C1(CC1)C=1N=NN(C1)[C@H](C(=O)N1[C@@H](C[C@H](C1)O)C(=O)NCC1=NC=CN=C1N1CC(N(CC1)C)=O)C(C)(C)C (2S,4R)-1-[(2S)-2-(4-cyclopropyltriazol-1-yl)-3,3-dimethyl-butanoyl]-4-hydroxy-N-[[3-(4-methyl-3-oxo-piperazin-1-yl)pyrazin-2-yl]methyl]pyrrolidine-2-carboxamide